2-(azepan-1-yl)-5-chloro-N-(3-sulfamoyl-phenyl)pyridine-3-carboxamide N1(CCCCCC1)C1=NC=C(C=C1C(=O)NC1=CC(=CC=C1)S(N)(=O)=O)Cl